2-chloro-1,1'-biphenyl ClC1=C(C=CC=C1)C1=CC=CC=C1